tert-butyl (S)-2-(6-phenyl-1H-benzo[d]imidazol-2-yl)pyrrolidine-1-carboxylate C1(=CC=CC=C1)C=1C=CC2=C(NC(=N2)[C@H]2N(CCC2)C(=O)OC(C)(C)C)C1